C1(CC1)CN1C(=CC=2C1=NC(=CC2)C2=CC=C(C=C2)OC)C2=NC1=C(N2C)C(=CC(=C1)C(=O)N1[C@@H]2CC[C@H](C1)[C@H]2N)OC (1R,4R,7R)-2-{2-[1-(cyclopropylmethyl)-6-(4-methoxyphenyl)-1H-pyrrolo[2,3-b]pyridin-2-yl]-7-methoxy-1-methyl-1H-1,3-benzodiazole-5-carbonyl}-2-azabicyclo[2.2.1]heptan-7-amine